4-(4-(4-(1H-imidazol-1-yl)-azepan-1-yl)-6-chloro-8-fluoro-2-(((S)-1-methyl-pyrrolidin-2-yl)methoxy)-quinazolin-7-yl)benzo[d]-thiazol-2-amine N1(C=NC=C1)C1CCN(CCC1)C1=NC(=NC2=C(C(=C(C=C12)Cl)C1=CC=CC2=C1N=C(S2)N)F)OC[C@H]2N(CCC2)C